COCCN1N=C(C(=C1C)C1=CC=C(C=C1)B1OC(C(O1)(C)C)(C)C)C 1-(2-methoxyethyl)-3,5-dimethyl-4-[4-(4,4,5,5-tetramethyl-1,3,2-dioxaborolan-2-yl)phenyl]pyrazole